BrC=1C=C2C(=NC1)C=NN2C2CCCC2 6-bromo-1-cyclopentyl-1H-pyrazolo[4,3-b]pyridine